1-((4-bromo-1H-pyrazol-1-yl)methyl)cyclopropane-1-carbonitrile BrC=1C=NN(C1)CC1(CC1)C#N